NC1=C(C=C(C(=N1)F)C1=CC=C(OC2CCN(CC2)C(=O)OC(C)(C)C)C=C1)Cl tert-butyl 4-(4-(6-amino-5-chloro-2-fluoropyridin-3-yl)phenoxy)piperidine-1-carboxylate